C(#N)C=1N=C2C(=CC(N(C2=CC1)C)=O)N1C[C@H](N(C[C@@H]1CC)C(=O)OC(C)(C)C)COC tert-butyl (2S,5S)-4-(6-cyano-1-methyl-2-oxo-1,2-dihydro-1,5-naphthyridin-4-yl)-5-ethyl-2-(methoxymethyl)piperazine-1-carboxylate